C(CCCCCC(=O)OCC(CO)(CO)COC(CCCCCC(=O)OCCCCCCCCCC)=O)(=O)OCCCCCCCCCC O7-[2-[(7-decoxy-7-oxo-heptanoyl)oxymethyl]-3-hydroxy-2-(hydroxymethyl)propyl] O1-decyl heptanedioate